N1C=CC2=CC=C(C=C12)NC(=O)N1CC2=CC=CC=C2CC1 N-(1H-indol-6-yl)-3,4-dihydro-isoquinoline-2(1H)-carboxamide